11,14-dimethyl-7-oxo-5-{4-[(1-oxooctadecyl) oxy] butyl}-6-oxa-8,11,14-triazapentadec-1-yloctadecanoate CN(CCNC(OC(CCCCOC(CCCCCCCCCCCCCCCCC)=O)CCCCOC(CCCCCCCCCCCCCCCCC)=O)=O)CCN(C)C